6-(benzyloxy)-7-methoxy-3,4-dihydroisoquinoline hydrochloride Cl.C(C1=CC=CC=C1)OC=1C=C2CCN=CC2=CC1OC